3-bromocyclohexane-1,2-dione BrC1C(C(CCC1)=O)=O